N[C@]1(CN(CC1)C1=C(C=CC=2N(C(=NC21)C)C)NC(=O)C2=NN(C(C=C2)=O)C2=C(C=CC=C2F)F)C (R)-N-(4-(3-amino-3-methylpyrrolidin-1-yl)-1,2-dimethyl-1H-benzo[d]imidazol-5-yl)-1-(2,6-difluorophenyl)-6-oxo-1,6-dihydropyridazine-3-carboxamide